(+/-)-(E)-N-ethyl-2-phenyl-N-(thiophen-2-ylmethyl)cyclopropanecarboxamide C(C)N(C(=O)C1C(C1)C1=CC=CC=C1)CC=1SC=CC1